7-((5-Methylpyridin-3-yl)amino)-2-(((tetrahydro-2H-pyran-4-yl)thio)methyl)quinazolin-4(3H)-one CC=1C=C(C=NC1)NC1=CC=C2C(NC(=NC2=C1)CSC1CCOCC1)=O